[N,N'-bis[(2-hydroxyphenyl)methylene]-1,2-diaminocyclohexane] manganese(III) chloride [Cl-].[Mn+3].OC1=C(C=CC=C1)C=NC1C(CCCC1)N=CC1=C(C=CC=C1)O.[Cl-].[Cl-]